2-(3-chlorophenyl)-2-methyl-1-phenylpropyl ((2S)-1-((4-(cyclopropylamino)-1-(5,5-dimethyl-2-oxopyrrolidin-3-yl)-3,4-dioxobutan-2-yl)amino)-4-methyl-1-oxopentan-2-yl)carbamate C1(CC1)NC(C(C(CC1C(NC(C1)(C)C)=O)NC([C@H](CC(C)C)NC(OC(C(C)(C)C1=CC(=CC=C1)Cl)C1=CC=CC=C1)=O)=O)=O)=O